CC=1C(=NC(=C(C1)C)C(F)(F)F)C(=O)O 3,5-dimethyl-6-(trifluoromethyl)picolinic acid